N1N=CC2=CC(=CC=C12)C#CC1=NC(=NC=C1)C1=NC(=NC=C1)NCC1=CC(=NC=C1)F 4-((1H-Indazol-5-yl)ethynyl)-N-((2-fluoropyridin-4-yl)methyl)-[2,4'-bipyrimidin]-2'-amine